C(C)(C)(C)OC(=O)N1[C@@H](C=C(C1)C)C(=O)O (S)-1-(tert-butoxycarbonyl)-4-methyl-2,5-dihydro-1H-pyrrole-2-carboxylic acid